5-chloro-4-(2,2-dimethyl-2H-chromen-8-yl)thiophen-2-amine ClC1=C(C=C(S1)N)C=1C=CC=C2C=CC(OC12)(C)C